ClC1=CC=C(C=C1)[C@@H](C([2H])([2H])C1=NOC(=N1)CN1C(N(C=C(C1=O)C)C)=O)O 3-({3-[(2R)-2-(4-chlorophenyl)-2-hydroxy(1,1-2H2)ethyl]-1,2,4-oxadiazol-5-yl}methyl)-1,5-dimethyl-1,2,3,4-tetrahydropyrimidine-2,4-dione